3-fluoro-N-(((1R,2R)-2-methoxycyclopentyl)sulfonyl)picolinamide FC=1C(=NC=CC1)C(=O)NS(=O)(=O)[C@H]1[C@@H](CCC1)OC